C(#N)C=1C=NSC1NC(C(CC)C1=CC=CC=C1)=O N-(4-cyano-isothiazol-5-yl)-2-phenyl-butanamide